CC([C@@H](C(=O)O)NC=1C(=NC=CC1)OCOCC[Si](C)(C)C)(C)C (2S)-3,3-dimethyl-2-[[2-(2-trimethylsilylethoxymethoxy)-3-pyridyl]amino]butanoic acid